(S)-7-(3-cyanophenyl)-2-oxo-1,2-dihydrospiro[pyrido[2,3-b][1,4]oxazine-3,3'-pyrrolidine]-1'-carbonitrile C(#N)C=1C=C(C=CC1)C1=CC2=C(O[C@@]3(CN(CC3)C#N)C(N2)=O)N=C1